BrC1=C(C=C2C(C(COC2=C1)(C)C)N)OC 7-bromo-6-methoxy-3,3-dimethylchroman-4-amine